ClC(Cl)(Cl)N=[N+]=[N-] trichloromethyl azide